(2S)-3-(3-bromo-5-{[(2-{[(2S)-1-(tert-butoxy)-3-methyl-1-oxobutan-2-yl]oxy}ethyl)(phenyl)amino]methyl}phenyl)-2-[(tert-butoxycarbonyl)amino]propanoic acid BrC=1C=C(C=C(C1)CN(C1=CC=CC=C1)CCO[C@H](C(=O)OC(C)(C)C)C(C)C)C[C@@H](C(=O)O)NC(=O)OC(C)(C)C